CS(=O)(=O)C1=C(C=CC=C1)NC(CN1N=CC=C1)=O N-(2-methanesulfonylphenyl)-2-(1H-pyrazol-1-yl)acetamide